2-Hydroxymethyl-2-methyl-pyrrolidin OCC1(NCCC1)C